1-methyl-1,3-dicarbanonaborane CCBCBBBBBB